NC=1N=C(C2=C(C=NN(C2=O)CC2=C(C=C(C=C2)CN2CCCC2)OC)N1)N[C@H](C)CCC (R)-2-amino-6-(2-methoxy-4-(pyrrolidin-1-ylmethyl)benzyl)-4-(pentan-2-ylamino)pyrimido[4,5-d]pyridazin-5(6H)-one